iron-copper-cobalt-nickel [Ni].[Co].[Cu].[Fe]